ethyl 3-(naphthalen-2-ylamino)-3-oxopropionate C1=C(C=CC2=CC=CC=C12)NC(CC(=O)OCC)=O